tert-butyl (2S,4S)-4-(8-chloro-7-(8-chloronaphthalen-1-yl)-4-(3-(dimethylamino)-3-methylazetidin-1-yl)-6-fluoro-1H-pyrazolo[4,3-c]quinolin-1-yl)-2-(cyanomethyl)piperidine-1-carboxylate ClC1=CC=2C3=C(C(=NC2C(=C1C1=CC=CC2=CC=CC(=C12)Cl)F)N1CC(C1)(C)N(C)C)C=NN3[C@@H]3C[C@H](N(CC3)C(=O)OC(C)(C)C)CC#N